5-oxo-4-(1H-1,2,4-triazol-1-yl)-5-(2,4,6-trifluorophenyl)pentanoic acid O=C(C(CCC(=O)O)N1N=CN=C1)C1=C(C=C(C=C1F)F)F